2-{[2-methoxy-6-(2,2,2-trifluoroethyl)thieno[2,3-d]pyrimidin-4-yl](methyl)amino}cyclopentan-1-ol COC=1N=C(C2=C(N1)SC(=C2)CC(F)(F)F)N(C2C(CCC2)O)C